Cl.C(C)(C)(C)OC([C@H](N)C)=O D-Alanin tert-butylester hydrochlorid